C(CCCCC)OC(CCCCC)=O HEXYLCAPROATE